ClC=1C(=NC(=NC1)NC1=NC(=NC=C1)C)C1=CC=C2CN(C(C2=C1)=O)[C@@H](C(=O)N[C@H](CO)C1=CC(=CC=C1)C)C (2R)-2-(6-{5-chloro-2-[(2-methylpyrimidin-4-yl)amino]pyrimidin-4-yl}-1-oxo-2,3-dihydro-1H-isoindol-2-yl)-N-[(1S)-2-hydroxy-1-(3-methylphenyl)ethyl]propionamide